C1(CC1)NC1CN(CC1)C=1C2=CN(N=C2C(=CC1)C(=O)NC=1C=C(C=2N(C1)C=C(N2)C)F)CC 4-[3-(cyclopropylamino)pyrrolidin-1-yl]-2-ethyl-N-{8-fluoro-2-methylimidazo[1,2-a]pyridin-6-yl}indazole-7-carboxamide